COC(=O)C=1C(N(C2=CC(=CC=C2C1N)C(F)(F)F)C1=C(C=C(C=C1)Cl)C)=O 4-amino-1-(4-chloro-2-methylphenyl)-2-oxo-7-(trifluoromethyl)-1,2-dihydroquinoline-3-carboxylic acid methyl ester